(5-((2S,4S)-1-((R)-2-(2-naphthoylamino)-3-cyclohexylpropionyl)-4-(5-(2-hydroxypropan-2-yl)-1H-1,2,3-triazol-1-yl)pyrrolidine-2-carboxamido)-7-amino-6,7-dioxoheptyl)carbamic acid C1=C(C=CC2=CC=CC=C12)C(=O)N[C@@H](C(=O)N1[C@@H](C[C@@H](C1)N1N=NC=C1C(C)(C)O)C(=O)NC(CCCCNC(O)=O)C(C(=O)N)=O)CC1CCCCC1